FC(C[C@@H](C1=NC=CC=C1)N(C(C(=O)O)=O)CC(CC)C)(F)F.CN([C@@H](CC1=CNC2=CC=CC=C12)C(=O)O)C(C)=O Methyl-acetyl-tryptophan (S)-2,2,2-trifluoroethyl-2-((2-methylbutyl)(pyridin-2-ylmethyl)amino)-2-oxoacetate